C1(=C(C=CC=C1)C#CC1=NNC2=CC=C(C=C12)C(=O)N1C2(CCCC2)CNCC1)C1=CC=CC=C1 (3-([1,1'-biphenyl]-2-ylethynyl)-1H-indazol-5-yl)(6,9-diazaspiro[4.5]decan-6-yl)methanone